1-(4-cyclopropoxyphenyl)ethan-1-one C1(CC1)OC1=CC=C(C=C1)C(C)=O